CNS(=O)(=O)C1=CC(=C(C=C1)NC1=NC(=CC=C1)C(F)(F)F)C=1N=CN(C1)C N-methyl-3-(1-methylimidazol-4-yl)-4-[[6-(trifluoromethyl)-2-pyridinyl]amino]benzenesulfonamide